C(C)(C)OC=1C=C(CN2CCN(CC2)CC2=CC(=C(OC(C(=O)O)(C)C)C(=C2)C)C)C=CC1C(F)(F)F 2-(4-((4-(3-isopropoxy-4-(trifluoromethyl)benzyl)piperazin-1-yl)methyl)-2,6-dimethylphenoxy)-2-methylpropanoic acid